3-amino-2-methyl-pyridine NC=1C(=NC=CC1)C